C(#N)[C@@H](C[C@@H]1C(NCCC1)=O)NC(=O)[C@H]1N([C@H]2CC([C@@H]1CC2)(F)F)C(=O)C=2NC1=C(C=CC(=C1C2)F)F (1R,3S,4R)-N-[(1R)-1-cyano-2-[(3R)-2-oxo-3-piperidyl]ethyl]-2-(4,7-difluoro-1H-indole-2-carbonyl)-5,5-difluoro-2-azabicyclo[2.2.2]octane-3-carboxamide